1-(2-(ethylamino)benzoyl)-D-prolinamide C(C)NC1=C(C(=O)N2[C@H](CCC2)C(=O)N)C=CC=C1